2-cyclopropylquinazolin-4(3H)-one C1(CC1)C1=NC2=CC=CC=C2C(N1)=O